OC1=C(C(=O)NCC(C(C(C(CO)O)O)O)O)C=C(C=C1CN1CCN(CCNCCC1)CC1=C(C(=CC(=C1)C)C(NCC(C(C(C(CO)O)O)O)O)=O)O)C 2-hydroxy-3-{[4-({2-hydroxy-5-methyl-3-[(2,3,4,5,6-pentahydroxyhexyl)carbamoyl]phenyl}methyl)-1,4,7-triazecan-1-yl]methyl}-5-methyl-N-(2,3,4,5,6-pentahydroxyhexyl)benzamide